C(C)(C)(C)OC(=O)N1CCC(CC1)N1N=CC=C(C1=O)CCC1=CC=CC=C1 4-[6-oxo-5-(2-phenylethyl)-1,6-dihydropyridazin-1-yl]Piperidine-1-carboxylic acid tert-butyl ester